C(C)(C)(C)OC(=O)N[C@@H](CCCN(C(NC(=O)OCC1=CC=CC=C1)=N)C(=O)OCC1=CC=CC=C1)C(=O)O N-tert-butoxycarbonyl-N',N''-dibenzyloxycarbonyl-L-arginine